N1=NC=C2N1C=CC=C2 pyrido[1,2-c][1,2,3]triazole